NC(COCCCC(C(=O)OCC)(C(F)(F)F)O)(C)C ethyl 5-(2-amino-2-methyl-propoxy)-2-hydroxy-2-(trifluoromethyl)pentanoate